(1,3-dimethylbutyl) tetradecyl ether C(CCCCCCCCCCCCC)OC(CC(C)C)C